NC(C(=O)OCC1=CC=CC=C1)C(CC(=O)OC(C)(C)C)(C)C 1-Benzyl 5-tert-butyl 2-amino-3,3-dimethylpentanedioate